2-[3-(8-methyl-3,8-diazabicyclo[3.2.1]octan-3-yl)-1,2,4-triazin-6-yl]-5-[1-(2H3)methyl-1H-pyrazol-4-yl]phenol dihydrochloride Cl.Cl.CN1C2CN(CC1CC2)C=2N=NC(=CN2)C2=C(C=C(C=C2)C=2C=NN(C2)C([2H])([2H])[2H])O